ClC=1C=CC(=NC1)CC1CCC2(CN(C2)C(=O)N2CC3(C2)NS(CC3)(=O)=O)CC1 [7-[(5-chloro-2-pyridyl)methyl]-2-azaspiro[3.5]nonan-2-yl]-(6,6-dioxo-6lambda6-thia-2,5-diazaspiro[3.4]octan-2-yl)methanone